[Ni](Cl)Cl.C1(=CC=CC=C1)P(CC(CC)P(C1=CC=CC=C1)C1=CC=CC=C1)C1=CC=CC=C1 1,2-bis(diphenylphosphino)butane nickel chloride